(S)-3-(6-(3,5-dimethylisoxazol-4-yl)-1-(1-(pyridin-2-yl)ethyl)-2-(trifluoromethyl)-1H-pyrrolo[3,2-b]pyridin-3-yl)-2-methylbenzoic acid CC1=NOC(=C1C=1C=C2C(=NC1)C(=C(N2[C@@H](C)C2=NC=CC=C2)C(F)(F)F)C=2C(=C(C(=O)O)C=CC2)C)C